ClC(C(C)O)C(C)O 3-chloro-2,4-pentandiol